N-[(15aS,16R,17S)-17-fluoro-7-methyl-1-oxo-1,2,15a,16,17,18-hexahydro-15H-4,8-(azeno)-10,14-(metheno)pyrrolo[2,1-n][1,7,3,15]dioxadiazacycloheptadecin-16-yl]ethanesulfonamide F[C@@H]1[C@@H]([C@@H]2CC=3C=CC=C(OC=4C(=CN=C(OCC(N2C1)=O)N4)C)C3)NS(=O)(=O)CC